diethyl (3,5-di-tert-butyl-4-hydroxybenzyl)phosphonate C(C)(C)(C)C=1C=C(CP(OCC)(OCC)=O)C=C(C1O)C(C)(C)C